(2E)-5-(2-ethenyl-4-hydroxyphenyl)-2-(hydroxyimino)-2,3-dihydro-1H-inden-1-one C(=C)C1=C(C=CC(=C1)O)C=1C=C2C\C(\C(C2=CC1)=O)=N/O